8'-chloro-5'-[2-(1H-tetrazol-5-yl)phenoxyl]1'H-spiro[cyclohexane-1,4'-quinazolin]-2'(3'H)-one ClC=1C=CC(=C2C3(NC(NC12)=O)CCCCC3)OC3=C(C=CC=C3)C3=NN=NN3